methyl 2-(5-(diethoxymethyl)-8-oxothiazolo[5',4':4,5]pyrrolo[1,2-d][1,2,4]triazin-7(8H)-yl)acetate C(C)OC(C1=NN(C(C=2N1C1=C(C2)SC=N1)=O)CC(=O)OC)OCC